CN(C(=O)[C@H]1CNCCO1)C N,N-dimethyl-(R-morpholin-2-yl)carboxamide